6-O-(L-leucyl)-N-butyrylaminoglucose N[C@@H](CC(C)C)C(=O)OC[C@H]([C@H]([C@@H]([C@H](C(=O)NC(CCC)=O)O)O)O)O